N-(1-naphthyl)-[2,4'-bithiazole]-2'-amine C1(=CC=CC2=CC=CC=C12)NC=1SC=C(N1)C=1SC=CN1